BrCC(=O)NCCOCCC(C(=O)N)CCCCCCCCCCCC 2-(2-(2-(2-bromoacetamido)ethoxy)ethyl)tetradecanamide